FCCCNCCOC1=CC(=C(C(=C1)[C@H]1N([C@@H](CC2=C1NC1=CC=CC=C21)C)CC(F)(F)F)OC)F 3-fluoro-N-(2-(3-fluoro-4-methoxy-5-((1R,3R)-3-methyl-2-(2,2,2-trifluoroethyl)-2,3,4,9-tetrahydro-1H-pyrido[3,4-b]indol-1-yl)phenoxy)ethyl)propan-1-amine